BrC=1C=C(C=C2C(=NC=NC12)N(C)C(C)C=1N(N=CN1)C1=NC=C(C=C1)F)C(F)(F)F 8-bromo-N-[1-[2-(5-fluoro-2-pyridyl)-1,2,4-triazol-3-yl]ethyl]-N-methyl-6-(trifluoromethyl)quinazolin-4-amine